1-ethyl-3-methylimidazole phosphonoethyl-acetate P(=O)(O)(O)CCOC(C)=O.C(C)N1CN(C=C1)C